4,4'-diamino-2,2-bistrifluoromethyl-biphenyl NC=1CC(C(=CC1)C1=CC=C(C=C1)N)(C(F)(F)F)C(F)(F)F